N-(2-(5-((1s,3s)-3-(5-((2,4-dimethoxybenzyl)amino)-7-methoxy-[1,2,4]triazolo[1,5-c]quinazolin-2-yl)cyclobutyl)-3-methylpyrazin-2-yl)propan-2-yl)-2-methylpropane-2-sulfinamide COC1=C(CNC2=NC=3C(=CC=CC3C=3N2N=C(N3)C3CC(C3)C=3N=C(C(=NC3)C(C)(C)NS(=O)C(C)(C)C)C)OC)C=CC(=C1)OC